FC([C@@H]1CCC=2N(N=C(C21)C(=O)N2C[C@H]([C@H](CC2)O)F)CC(=O)N2CCN(CC2)C2=C(C(=CC=C2)C)C)F |&1:2| 2-[rac-4-(difluoromethyl)-3-[(3R,4S)-3-fluoro-4-hydroxy-piperidine-1-carbonyl]-5,6-dihydro-4H-cyclopenta[c]pyrazol-1-yl]-1-[4-(2,3-dimethylphenyl)piperazin-1-yl]ethanone